NC=1N=C(SC1C(C1=CC=C(C=C1)OCC(=O)NCC1=C(C=CC=C1)F)=O)N(C1=CC=C(C=C1)F)C(C(=O)N)C (N-[4-Amino-5-[4-[2-[(2-fluorophenyl)methylamino]-2-oxoethoxy]benzoyl]thiazol-2-yl]-4-fluoroanilino)propanamid